N=1C=NN2C1C1=C(C(=C2)C2=C(C3=C(N2)SC(=C3C)C3CCN(CC3)S(=O)(=O)N3CCNCC3)C(C)C)CCC1 5-(8,9-dihydro-7H-cyclopenta[c][1,2,4]triazolo[1,5-a]pyridin-6-yl)-4-isopropyl-3-methyl-2-(1-(piperazin-1-ylsulfonyl)piperidin-4-yl)-6H-thieno[2,3-b]pyrrole